O1CCC2=C1C=C(C=C2)[C@H](CC(=O)O)NC(=O)C2(CN(C2)CCC2=NC=1NCCCC1C=C2)F (S)-3-(2,3-dihydrobenzofuran-6-yl)-3-(3-fluoro-1-(2-(5,6,7,8-tetrahydro-1,8-naphthyridin-2-yl)ethyl)azetidine-3-carboxamido)propionic acid